N-[3-[2-(2-hydroxyethoxy)-6-(morpholin-4-yl)pyridin-4-yl]-4-methylphenyl]-3-(2,2,2-trifluoroacetyl)pyrrole-1-carboxamide OCCOC1=NC(=CC(=C1)C=1C=C(C=CC1C)NC(=O)N1C=C(C=C1)C(C(F)(F)F)=O)N1CCOCC1